3-fluoro-4-[(3-fluoro-6,7-dimethoxy-1,5-naphthyridin-4-yl)oxy]aniline FC=1C=C(N)C=CC1OC1=C(C=NC2=CC(=C(N=C12)OC)OC)F